4-hydroxy-2,3-dihydro-1H-indene-5-carbaldehyde OC1=C2CCCC2=CC=C1C=O